2,2,4,4,6,8,8-heptamethyl-nonane CC(C)(CC(CC(CC(C)(C)C)C)(C)C)C